2-(3-Cyano-2-cyclopropylphenyl)-2-((R)-3-(4-(5,6,7,8-tetrahydro-1,8-naphthyridin-2-yl)butoxy)pyrrolidin-1-yl)acetic acid C(#N)C=1C(=C(C=CC1)C(C(=O)O)N1C[C@@H](CC1)OCCCCC1=NC=2NCCCC2C=C1)C1CC1